C(#N)[C@H]1N(CC(C1)(F)F)C(CNC(=O)C1=CC=NC2=C(C=CC=C12)NC(CCC(NCCOCCOCCOCCNC(OC(C)(C)C)=O)=O)=O)=O tert-butyl (16-{[4-({2-[(2S)-2-cyano-4,4-difluoropyrrolidin-1-yl]-2-oxoethyl}carbamoyl)quinolin-8-yl]amino}-13,16-dioxo-3,6,9-trioxa-12-azahexadecan-1-yl)carbamate